(1-(2-hydroxy-2-methylpropyl)-1H-pyrazol-4-yl)-2-pyridinecarboxylic acid OC(CN1N=CC(=C1)C=1C(=NC=CC1)C(=O)O)(C)C